(2-methyl-5-trifluoromethyl-4-(3-trimethylsilyl-propoxy)phenyl)-N-ethyl-N-methylformamidine CC1=C(C=C(C(=C1)OCCC[Si](C)(C)C)C(F)(F)F)C(=N)N(C)CC